C(C)(C)(C)C=1C=C2C(C=3C=C(C=CC3N3C2=C(C1)C(C=1C=C(C=CC13)C1=C(C=C(C=C1)OC)OC)=O)C1=C(C=C(C=C1)OC)OC)=O 7-(tert-butyl)-3,11-bis(2,4-dimethoxyphenyl)quinolino[3,2,1-de]acridine-5,9-dione